tris(p-hydroxyphenyl)methane OC1=CC=C(C=C1)C(C1=CC=C(C=C1)O)C1=CC=C(C=C1)O